C(CCCCCCCCCCCCCCCCC)OC(CCC1=CC(=C(C(=C1)C(C)(C)C)O)C(C)(C)C)=O Stearyl-β-(3,5-di-t-butyl-4-hydroxyphenyl)propionat